((3-(4-((2-Chloro-1H-imidazol-1-yl)methyl)phenyl)-4-fluoro-5-isobutylthiophene-2-yl)sulfonyl)carbamic acid methyl ester COC(NS(=O)(=O)C=1SC(=C(C1C1=CC=C(C=C1)CN1C(=NC=C1)Cl)F)CC(C)C)=O